C(C)C1=CC(=NN(C1=O)C=1C=NC=C(C1)C=1N(N=NC1)C)C(=O)O 5-Ethyl-1-[5-(3-methyltriazol-4-yl)-3-pyridyl]-6-oxo-pyridazine-3-carboxylic acid